linoleate (oleyl linoleate) C(CCCCCCC\C=C/CCCCCCCC)C(C(=O)O)CCCCCC\C=C/C\C=C/CCCCC.C(CCCCCCC\C=C/C\C=C/CCCCC)(=O)O